N-(2-(1H-pyrazol-3-yl)propan-2-yl)acetamide N1N=C(C=C1)C(C)(C)NC(C)=O